7-Fluoro-5-(1'-isobutyl-[1,4'-bipiperidin]-4-yl)-1-methyl-2-(4-(methylsulfonyl)phenyl)-1H-benzo[d]imidazol FC1=CC(=CC2=C1N(C(=N2)C2=CC=C(C=C2)S(=O)(=O)C)C)C2CCN(CC2)C2CCN(CC2)CC(C)C